FC(/C(/OC1O[C@@H]([C@H](C[C@H]1N=[N+]=[N-])OCC1=CC=CC=C1)CN(C)C(=O)OCC1=CC=CC=C1)=N\C1=CC=CC=C1)(F)F (3R,5S,6R)-3-azido-5-(benzyloxy)-6-((((benzyloxy)carbonyl)(methyl)amino)methyl)tetrahydro-2H-pyran-2-yl (E)-2,2,2-trifluoro-N-phenylacetimidate